3,3-dimethyl-5-((5-methyl-4-(phenylamino)pyrimidin-2-yl)amino)benzo[c][1,2]oxaborol-1(3H)-ol CC1(C2=C(B(O1)O)C=CC(=C2)NC2=NC=C(C(=N2)NC2=CC=CC=C2)C)C